FC1=CC(=C(C=C1)C=1C(=NC(=CC1)C=1C=NN(C1)C)C1=NN2C(CN(CC2)C(=O)OC(C)(C)C)=C1)OCCOC tert-butyl 2-[3-[4-fluoro-2-(2-methoxyethoxy)phenyl]-6-(1-methylpyrazol-4-yl)-2-pyridyl]-6,7-dihydro-4H-pyrazolo[1,5-a]pyrazine-5-carboxylate